1-((1,3-bis(3-fluoro-9H-carbazol-9-yl)propan-2-yl)oxy)-3-(cyclopropylamino)-2-propanol FC=1C=CC=2N(C3=CC=CC=C3C2C1)CC(CN1C2=CC=CC=C2C=2C=C(C=CC12)F)OCC(CNC1CC1)O